C(C1=CC=CC=C1)N1C(C(C=2C1=CN=NC2Cl)(C)C)=O 1-benzyl-4-chloro-3,3-dimethyl-1,3-dihydro-2H-pyrrolo[2,3-d]pyridazin-2-one